1-[(3S,5R)-5-(methoxymethyl)-1-(prop-2-enoyl)pyrrolidin-3-yl]-5-(methylamino)-3-[2-(1-methylindazol-5-yl)ethynyl]pyrazole-4-carboxamide COC[C@H]1C[C@@H](CN1C(C=C)=O)N1N=C(C(=C1NC)C(=O)N)C#CC=1C=C2C=NN(C2=CC1)C